(1'R,2'R,4'S)-5'-methyl-2'-(prop-1-en-2-yl)-4-propyl-1',2',3',4'-tetrahydro-[1,1'-biphenyl]-2,4',6-triol CC=1[C@H](C[C@H]([C@@H](C1)C=1C(=CC(=CC1O)CCC)O)C(=C)C)O